ClC=1C=C(C=C(C1OC1=CN(C(C(=C1)C1CC1)=O)C(C)C)Cl)N1N=C(C(NC1=O)=O)C#N 2-(3,5-Dichloro-4-[(5-cyclopropyl-6-oxo-1-(propan-2-yl)-1,6-dihydropyridin-3-yl)oxy]Phenyl)-3,5-dioxo-2,3,4,5-tetrahydro-1,2,4-triazine-6-carbonitrile